C12CN(CC(CC1)O2)C(=O)N2CC1=C(C=C(C=C1CC2)B2OC(C(O2)(C)C)(C)C)[C@H]2N(CCOC2)C(=O)[O-] (3R)-3-(2-(8-oxa-3-azabicyclo[3.2.1]octane-3-carbonyl)-6-(4,4,5,5-Tetramethyl-1,3,2-dioxaborolan-2-yl)-1,2,3,4-tetrahydroisoquinolin-8-yl)morpholine-4-Carboxylate